ClC1=CC2=C(N(C(N=C2N2[C@H](CN(CC2)C(C=C)=O)C)=O)C2=NC=CC=C2C2(CC2)C#N)N=C1C1=C(C=CC=C1)F 1-(2-(6-chloro-7-(2-fluorophenyl)-4-((2S)-2-methyl-4-(2-propenoyl)-1-piperazinyl)-2-oxopyrido[2,3-d]pyrimidin-1(2H)-yl)-3-pyridinyl)cyclopropanecarbonitrile